C(C1=CC=CC=C1)OC(=O)N[C@@H](CC(N)=O)C(=O)O ((benzyloxy)carbonyl)-L-asparagine